C(C)(C)(C)OC(=O)N1[C@@H](C[C@H](C1)F)C(NCCC1=CC=CC=C1)=O (2S,4R)-4-fluoro-2-(phenethylcarbamoyl)pyrrolidine-1-carboxylic acid tert-butyl ester